ON=C1C=C(C(C2=CC=CC=C12)=O)N[C@@H](C(=O)NC1=CC(=CC=C1)C(F)(F)F)CC1=CC=CC=C1 (R)-2-((4-(hydroxyimino)-1-oxo-1,4-dihydronaphthalen-2-yl)amino)-3-phenyl-N-(3-(trifluoromethyl)phenyl)-propanamide